BrC=1C=CC(=NC1)CN(C(OC(C)(C)C)=O)C tert-butyl ((5-bromopyridin-2-yl)methyl)(methyl)carbamate